OP1(OC2=C(C3=C(O1)C(=CC=1C=CC=CC13)C1=C(C(=C(C(=C1F)F)F)F)F)C1=CC=CC=C1C=C2C2=C(C(=C(C(=C2F)F)F)F)F)=O (2s,11bS)-4-hydroxy-2,6-bis(perfluorophenyl)dinaphtho[2,1-d:1',2'-f][1,3,2]dioxaphosphepine 4-oxide